TERT-BUTYL (4-(HYDROXYMETHYL)CUBAN-1-YL)CARBAMATE OCC12C3C4C5(C(C14)C2C53)NC(OC(C)(C)C)=O